(4-chlorobenzyl)(methyl)((4-(5-(trifluoromethyl)-1,2,4-oxadiazol-3-yl)phenyl)imino)-λ6-sulfanone ClC1=CC=C(CS(=O)(=NC2=CC=C(C=C2)C2=NOC(=N2)C(F)(F)F)C)C=C1